4-bromo-3-cyclopropyl-1-(4-methoxybenzyl)-1H-indazole BrC1=C2C(=NN(C2=CC=C1)CC1=CC=C(C=C1)OC)C1CC1